CC=1C=C(C=CC1OC1=CC=2N(C=C1)N=CN2)NC=2C1=C(N=CN2)C=NC(=N1)N1CCNCC1 N-(3-methyl-4-{[1,2,4]triazolo[1,5-a]pyridin-7-yloxy}phenyl)-6-(piperazin-1-yl)pyrimido[5,4-d][1,3]diazin-4-amine